COC1=C(C=CC=C1)[C@@H]1[C@H]2CCC[C@@H](C1)N2C (1S,5R,6R)-6-(2-methoxyphenyl)-8-methyl-8-azabicyclo[3.2.1]octane